CN1C(CN(CC1)C)C 1,2,4-trimethyl-piperazine